5-ethyl-2-(2-methylpropionyl)thiophene-3-carboxylic acid C(C)C1=CC(=C(S1)C(C(C)C)=O)C(=O)O